Cl.ClC1=CC=C(C[C@H]2CO[C@H](CN2C2CCC(CC2)C=2SC(=C(N2)C)C)CC(=O)O)C=C1 2-((2S,5S)-5-(4-chlorobenzyl)-4-(4-(4,5-dimethylthiazol-2-yl)cyclohexyl)morpholin-2-yl)acetic acid hydrochloride